(Z)-dec-4-en-1-ol C(CC\C=C/CCCCC)O